6-(4-amino-2,6-dichlorophenoxy)-4-isopropyl-pyridazin NC1=CC(=C(OC2=CC(=CN=N2)C(C)C)C(=C1)Cl)Cl